C(C)OC(=O)[C@]12CCC(N2CC(C1)=C1COC1)=O.O1CNCC1 Tetrahydrooxazole ethyl-(S)-2-(oxetan-3-ylidene)-5-oxotetrahydro-1H-pyrrolizine-7a(5H)-carboxylate